NC(CCN1C=NC=C1)CC 1-(3-aminopentyl)imidazole